C(C)(CC)N(C(OC(C)(C)C)=O)C1=CC=C(C=C1)\C=C\C1=CC(=C(C=C1)[N+](=O)[O-])OCCF tert-Butyl (E)-sec-Butyl(4-(3-(2-fluoroethoxy)-4-nitrostyryl)-phenyl)carbamate